1-(4-ethylphenyl)-2-((5-phenyl-4H-1,2,4-triazol-3-yl)thio)ethan-1-one C(C)C1=CC=C(C=C1)C(CSC1=NN=C(N1)C1=CC=CC=C1)=O